ethyl 4-(((3r,4r)-1-(2-cyanoacetyl)-4-methylpiperidin-3-yl) (methyl) amino)-1H-pyrrolo[2,3-b]pyridine-5-carboxylate C(#N)CC(=O)N1C[C@@H]([C@@H](CC1)C)N(C1=C2C(=NC=C1C(=O)OCC)NC=C2)C